OC1CC(CCC1C)NC(OC(C)(C)C)=O tert-Butyl 3-hydroxy-4-methylcyclohexylcarbamate